C(C)(C)(C)C1N(C[C@@H](N[C@H]1C)C)C(=O)O tert-butyl-(3S,5S)-3,5-dimethylpiperazine-1-carboxylic acid